2-(tert-butyldimethylsilyloxy)ethanamine [Si](C)(C)(C(C)(C)C)OCCN